CN1N=C2N=C(N=CC2=C1)C 2,6-dimethyl-2H-pyrazolo[3,4-d]pyrimidin